C(C1CO1)OO hydroxyl (glycidyl) ether